2-benzylpropanediamine C(C1=CC=CC=C1)C(C(N)N)C